2-(morpholin-4-yl)ethan-1-ol N1(CCOCC1)CCO